N1=C(C=CC=C1)C1=C(C=C(C(=C1)C1=NC=CC=C1)C1=NC=CC=C1)C1=NC=CC=C1 1,2,4,5-tetrapyridyl-benzene